(3R)-3-(4-chlorophenyl)-2-[(5-chloropyrimidin-2-yl)methyl]-4-fluoro-3-[(3-fluorooxetan-3-yl)methoxy]-6-[1-hydroxy-1-(1-methylpiperidin-4-yl)ethyl]-2,3-dihydro-1H-isoindol-1-one ClC1=CC=C(C=C1)[C@@]1(N(C(C2=CC(=CC(=C12)F)C(C)(C1CCN(CC1)C)O)=O)CC1=NC=C(C=N1)Cl)OCC1(COC1)F